tert-butyl (4-(6-oxo-1,6-dihydropyridin-3-yl)benzyl)carbamate O=C1C=CC(=CN1)C1=CC=C(CNC(OC(C)(C)C)=O)C=C1